FC(OC1=CC=C2C3(CC=4C(=NOC4C2=C1)NS(=O)(=O)C=1C=NOC1)CC3)F N-(8'-(difluoromethoxy)-4'H-spiro[cyclopropane-1,5'-naphtho[2,1-d]isoxazol]-3'-yl)isoxazole-4-sulfonamide